FC1=CC=C(C=C1)[C@H](N1C[C@@H](N(C[C@H]1C)C=1C=2N=CN(C2N2C(N1)=NN=C2)C[C@H]2OCCC2)C)C2=NC=C(C=C2)OC(F)(F)F 4-((2S,5R)-4-((S)-(4-Fluorophenyl)(5-(trifluoromethoxy)pyridin-2-yl)methyl)-2,5-dimethylpiperazin-1-yl)-1-(((S)-tetrahydrofuran-2-yl)methyl)-1H-[1,2,4]triazolo[3,4-b]purine